C(C)OC(CCCCN1CCC(CC1)C#CC1=C(C=C(C=C1)[C@H](C)NC(=O)C=1C=C(C=CC1C)NC1CN(C1)C(=O)OC(C)(C)C)C=1SC=CC1)=O tert-butyl (S)-3-((3-((1-(4-((1-(5-ethoxy-5-oxopentyl)piperidin-4-yl)ethynyl)-3-(thiophen-2-yl)phenyl)ethyl)carbamoyl)-4-methylphenyl)amino)azetidine-1-carboxylate